ClC1=C2C=3C(=NC=NC3C=C1C1=C(C(=CC(=N1)N)C)C(F)(F)F)N(CCO2)C2CCC1=C2C=NC=C1 6-(8-chloro-4-(6,7-dihydro-5H-cyclopenta[c]pyridin-7-yl)-5,6-dihydro-4H-[1,4]oxazepino[5,6,7-de]quinazolin-9-yl)-4-methyl-5-(trifluoromethyl)pyridin-2-amine